(4-(2-(5-Chloro-3-methyl-1H-pyrazol-4-yl)-7-fluoro-4-isopropylquinolin-6-yl)-1-methyl-1H-imidazol-2-yl)methanol ClC1=C(C(=NN1)C)C1=NC2=CC(=C(C=C2C(=C1)C(C)C)C=1N=C(N(C1)C)CO)F